N-(5-((5-chloropyridin-2-yl)methoxy)-1,3,4-thiadiazol-2-yl)-6-methoxy-4-(2-methoxyphenyl)nicotinamide ClC=1C=CC(=NC1)COC1=NN=C(S1)NC(C1=CN=C(C=C1C1=C(C=CC=C1)OC)OC)=O